methyl 2-(3-aminoindol-1-yl)propanoate NC1=CN(C2=CC=CC=C12)C(C(=O)OC)C